[O-]Br oxido bromide